5-fluoro-3-[(5-fluoropyridin-3-yl)methoxy]pyridin FC=1C=C(C=NC1)OCC=1C=NC=C(C1)F